N1=[C-]C=C1 azetid